ClC1=NC=C(C(=N1)N(C1OCCC1)CC1=CC=C(C=C1)C=1N(C=C(N1)C(F)(F)F)C)OC 2-chloro-5-methoxy-N-(4-(1-methyl-4-(trifluoromethyl)-1H-imidazol-2-yl)benzyl)-N-(tetrahydrofuran-2-yl)pyrimidin-4-amine